1-(2,4-difluorophenyl)-3-methoxy-3,4-dihydro-2H,6H-[1,4]thiazepino[2,3,4-ij]quinazoline-6,8(7H)-dione FC1=C(C=CC(=C1)F)S1CC(CN2C(NC(C3=CC=CC1=C23)=O)=O)OC